(S)-thiophosphoric acid P(O)(O)(O)=S